O=C1C(O)=C([O-])[C@H](O1)[C@@H](O)CO.[Na+] monosodium L-(+)-ascorbate